O=C1C=CC(=CN1)C1=CC=C(C=C1)[C@@H](CC[NH+]1CCC(CC1)C(=O)O)NC(=O)C1=CC=2C(=NC=3CC[C@@H](CC3C2)C(C)(C)C)S1 |r| 1-[rac-(3R)-3-[4-(6-oxo-1H-pyridin-3-yl)phenyl]-3-[[rac-(6S)-6-tert-butyl-5,6,7,8-tetrahydrothieno[2,3-b]quinoline-2-carbonyl]amino]propyl]piperidin-1-ium-4-carboxylic acid